7-(((2S)-1-((2S,4R)-4-hydroxy-2-((7-(4-methylthiazol-5-yl)chroman-4-yl)formamido)pyrrolidin-1-yl)-3,3-dimethyl-1-oxobutan-2-yl)amino)-7-oxoheptanoic acid O[C@@H]1C[C@H](N(C1)C([C@H](C(C)(C)C)NC(CCCCCC(=O)O)=O)=O)NC(=O)C1CCOC2=CC(=CC=C12)C1=C(N=CS1)C